C1(CCCC1)NC(CCN1CCCC2=CC=CC=C12)=O N-cyclopentyl-3-(3,4-dihydroquinolin-1(2H)-yl)propanamide